methyl thieno[3,2-b]pyridine-7-carboxylate S1C=CC2=NC=CC(=C21)C(=O)OC